oxazolidinate O1C(NCC1)C(=O)[O-]